BrC1=C(C=CC=C1)C1(CC1)OCC(=O)N1CC2CCC(C1)N2C2=NC=C(C#N)C=C2 6-(3-(2-(1-(2-bromophenyl)cyclopropoxy)acetyl)-3,8-diazabicyclo[3.2.1]octan-8-yl)nicotinonitrile